C(CCC#CC#CCCCC)(=O)O 4,6-undecadiynoic acid